N-((((2R,3S,4R,5R)-5-(4-aminopyrrolo[2,1-f][1,2,4]triazine-7-yl)-5-Cyano-3,4-dihydroxytetrahydrofuran-2-yl)methoxy)(phenoxy)phosphoryl)-L-phenylalanine NC1=NC=NN2C1=CC=C2[C@]2([C@@H]([C@@H]([C@H](O2)COP(=O)(OC2=CC=CC=C2)N[C@@H](CC2=CC=CC=C2)C(=O)O)O)O)C#N